CNCC1(CC1)O 1-(methylaminomethyl)cyclopropyl alcohol